1-((3S,4R)-4-(3-((4-amino-5-(6-methoxy-5-phenoxypyridin-2-yl)-7-methyl-7H-pyrrolo[2,3-d]pyrimidin-6-yl)ethynyl)azetidin-1-yl)-3-fluoropiperidin-1-yl)prop-2-en-1-one NC=1C2=C(N=CN1)N(C(=C2C2=NC(=C(C=C2)OC2=CC=CC=C2)OC)C#CC2CN(C2)[C@H]2[C@H](CN(CC2)C(C=C)=O)F)C